5-chloro-N-[(1S)-3-(cyclopropylamino)-2,3-dioxo-1-[[(3S)-2-oxopyrrolidin-3-yl]methyl]propyl]-2-[(3,3-difluorocyclobutanecarbonyl)amino]benzamide ClC=1C=CC(=C(C(=O)N[C@H](C(C(=O)NC2CC2)=O)C[C@H]2C(NCC2)=O)C1)NC(=O)C1CC(C1)(F)F